C(C)(C)(C)N1C=NC(=C1)C(=O)NCC1=NC(=NO1)C=1N(C2=CC=CC(=C2C1)N[C@H]1[C@H](CN(CC1)CC)F)CC(F)(F)F 1-tert-butyl-N-{[3-(4-{[(3S,4R)-1-ethyl-3-fluoropiperidin-4-yl]amino}-1-(2,2,2-trifluoroethyl)-1H-indol-2-yl)-1,2,4-oxadiazol-5-yl]methyl}-1H-imidazole-4-carboxamide